C1(CCCCC1)OC=1N(C(C(=C(N1)C(=O)NC=1C=NOC1)O)=O)C 2-(cyclohexyloxy)-5-hydroxy-N-(isoxazol-4-yl)-1-methyl-6-oxo-1,6-dihydropyrimidine-4-carboxamide